(5R)-8-fluoro-5-methyl-5,6,7,8-tetrahydro-1,6-naphthyridine-8-carbonitrile FC1(CN[C@@H](C=2C=CC=NC12)C)C#N